COC1=CC=C(C=C1)C1(C=CC2=C(O1)C1=CC=CC=3C=4C=CC=CC4C(=C2CO)C13)C1=CC=C(C=C1)OC 5,5-bis(4-methoxyphenyl)-8-methylol-5H-fluorantheno[3,2-b]pyran